ClC1=CC=C(C=C1)C=1C(=NC=C2C=CC(NC12)=O)OC 8-(4-chlorophenyl)-7-methoxy-1,6-naphthyridin-2(1H)-one